1-(4-(4-((3-chloro-4-(pyridin-2-ylmethoxy)phenyl)amino)-7H-pyrrolo[2,3-d]pyrimidin-5-yl)-4-hydroxypiperidin-1-yl)prop-2-en-1-one ClC=1C=C(C=CC1OCC1=NC=CC=C1)NC=1C2=C(N=CN1)NC=C2C2(CCN(CC2)C(C=C)=O)O